N1C(=NC2=C1C=CC=C2)C(C)=O 1-(1H-benzoimidazol-2-yl)ethanone